tetraphenyl-1,8-diphosphinonaphthalene C1(=CC=CC=C1)C1=C2C(=C(C(=C(C2=C(C=C1)P)P)C1=CC=CC=C1)C1=CC=CC=C1)C1=CC=CC=C1